1-(5-((4-Benzylpiperazin-1-yl)methyl)-1-oxoisoindolin-2-yl)dihydropyrimidine-2,4(1H,3H)-dione C(C1=CC=CC=C1)N1CCN(CC1)CC=1C=C2CN(C(C2=CC1)=O)N1C(NC(CC1)=O)=O